C(C)(C)(C)P(C(C)(C)C)C1=C(C(=CC=C1OC)OC)C1=C(C=C(C=C1C(C)C)C(C)C)C(C)C (Di-tert-butylphosphino)-2',4',6'-triisopropyl-3,6-dimethoxy-1,1'-biphenyl